C(CCC)OP(=O)(OCCCC)[O-].C(CCC)N1C=[N+](C=C1)C 1-Butyl-3-methylimidazolium dibutylphosphat